6,7-dihydrobenzo[b]thiophene-3-carbonitrile S1C2=C(C(=C1)C#N)C=CCC2